OC1=C(C=O)C(=CC=C1)OCC1=NC=CC(=N1)NC=1N=CC2=C(C=CC(=C2C1)C(C)C)N1CC(C1)CS(=O)(=O)C 2-hydroxy-6-((4-((5-isopropyl-8-(3-((methylsulfonyl)methyl)azetidin-1-yl)isoquinolin-3-yl)amino)pyrimidin-2-yl)methoxy)benzaldehyde